(R)-2-((1-(3-cyano-7-methyl-4-oxo-2-(4-(tetrahydro-2H-pyran-4-yl)piperazin-1-yl)-4H-pyrido[1,2-a]pyrimidin-9-yl)ethyl)amino)benzoic acid C(#N)C1=C(N=C2N(C1=O)C=C(C=C2[C@@H](C)NC2=C(C(=O)O)C=CC=C2)C)N2CCN(CC2)C2CCOCC2